ClC1=C(C=C(C=C1)OC(F)F)C1=NN=C(N1C)C1=C(C=CC=C1F)F 3-(2-chloro-5-(difluoromethoxy)phenyl)-5-(2,6-difluorophenyl)-4-methyl-4H-1,2,4-triazole